ClC1=CN=C(C(N1CC(=O)OCC)=O)NCC(C1=CC=CC=C1)(F)F Ethyl 2-(6-chloro-3-((2,2-difluoro-2-phenylethyl)amino)-2-oxopyrazin-1(2H)-yl)acetate